methyl 5-cyano-1,6'-dimethyl-6-oxo-1,6-dihydro-[3,4'-bipyridine]-3'-carboxylate C(#N)C1=CC(=CN(C1=O)C)C1=C(C=NC(=C1)C)C(=O)OC